coumarin-3-carbonyl-(3-fluorobenzylamine) O1C(=O)C(=CC2=CC=CC=C12)C(=O)NCC1=CC(=CC=C1)F